C1(CC1)N1N=C(N=C1C1=CC=C(C=C1)CN1C2=NC(=NC=C2NC1=O)C=1C(=NC=NC1OC)C1CC1)C(F)(F)F 9-([4-[2-cyclopropyl-5-(trifluoromethyl)-1,2,4-triazol-3-yl]phenyl]methyl)-2-(4-cyclopropyl-6-methoxypyrimidin-5-yl)-7H-purin-8-one